C(C)OC([C@@H](COC[C@H](C)NC=1C=NN(C(C1C(F)(F)F)=O)CC1=CC=C(C=C1)OC)O)=O (R)-2-hydroxy-3-((S)-2-((1-(4-methoxybenzyl)-6-oxo-5-(trifluoromethyl)-1,6-dihydropyridazin-4-yl)amino)propoxy)propanoic acid ethyl ester